C(C)C1OC2=C(NC1=O)C=C(C=C2)OCC2=CC=CC=C2 ethyl-6-benzyloxy-2H-1,4-benzoxazin-3(4H)-one